racemic-trans-5-Bromo-2-fluoro-3-[4-fluoro-3-methyloxan-4-yl]pyridine BrC=1C=C(C(=NC1)F)[C@@]1([C@@H](COCC1)C)F |r|